C1N(CCC2=CC=CC=C12)C[C@H](CN1C(C2=CC=C(C=C2CC1)N1CC(CCC1)O)=O)O 2-[(2R)-3-(3,4-dihydro-1H-isoquinolin-2-yl)-2-hydroxy-propyl]-6-(3-hydroxy-1-piperidinyl)-3,4-dihydroisoquinolin-1-one